C1(CC1)S(=O)(=O)NC1=NC=CC(=N1)C1(CCN(CC1)S(=O)(=O)C)C(=O)NC1=NC=C(C=C1)C1=NC(=CN=C1)OCC 4-(2-(cyclopropanesulfonamido)pyrimidin-4-yl)-N-(5-(6-ethoxypyrazin-2-yl)pyridin-2-yl)-1-(methylsulfonyl)piperidine-4-carboxamide